CN(CC(CNC(=S)NC(CCCCCCCC\C=C/C\C=C/CCCCC)CCCCCCCC\C=C/C\C=C/CCCCC)(C)C)C 1-(3-(dimethylamino)-2,2-dimethylpropyl)-3-((6Z,9Z,28Z,31Z)-heptatriaconta-6,9,28,31-tetraen-19-yl)thiourea